buta-2,3-dien-2-yltrimethylsilane CC(=C=C)[Si](C)(C)C